[I-].ClC1=[N+](C=CC2=C1C(=CN2C)I)C 4-Chloro-3-iodo-1,5-dimethyl-1H-pyrrolo[3,2-c]pyridin-5-ium iodide